(3S)-1-(2-chloro-5-(trifluoromethyl)phenyl)-N-((1R,2R,4S)-7-cyano-7-azabicyclo[2.2.1]heptan-2-yl)-3-pyrrolidinecarboxamide ClC1=C(C=C(C=C1)C(F)(F)F)N1C[C@H](CC1)C(=O)N[C@H]1[C@H]2CC[C@@H](C1)N2C#N